2-(benzo[d]thiazol-2-yl)-5-(benzyloxy)-6-methoxy-1,2,3,4-tetrahydroisoquinoline-3-carboxylic acid ethyl ester C(C)OC(=O)C1N(CC2=CC=C(C(=C2C1)OCC1=CC=CC=C1)OC)C=1SC2=C(N1)C=CC=C2